C(C)(C)N1C=2C3=C(C(=NN3CCC1)C1=NNC=C1)N=C(C2)N2[C@@H](COCC2)C (R)-4-(6-isopropyl-2-(1H-pyrazol-3-yl)-6,7,8,9-tetrahydro-1,3,6,9a-tetraazabenzo[cd]azulen-4-yl)-3-methylmorpholine